6-[(1R,5S,6S)-6-(hydroxymethyl)-3-azabicyclo[3.1.0]hex-3-yl]-2-methylpyridine-3-carbaldehyde OCC1[C@H]2CN(C[C@@H]12)C1=CC=C(C(=N1)C)C=O